FC=1C=C(C=CC1CN1C(=NC=C1)C)C1=C(SC(=C1)CC(C)C)S(=O)(=O)O (3-(3-fluoro-4-((2-methyl-1H-imidazol-1-yl)methyl)phenyl)-5-isobutylthiophene-2-yl)sulfonic acid